O=S1(C=CC(=C1)Cl)=O 1,1-dioxo-4-chlorothiophene